FC=1C(=CC(=NC1)OC)C1=NNC(=C1)C(=O)N1C2(CC2)C[C@H](CC1)C(=O)NC1=CC2=C(B(OC2)O)C=C1 (S)-4-(3-(5-fluoro-2-methoxypyridin-4-yl)-1H-pyrazole-5-carbonyl)-N-(1-hydroxy-1,3-dihydrobenzo[c][1,2]oxaborol-5-yl)-4-azaspiro[2.5]octane-7-carboxamide